[4-(trifluoromethyl)phenyl]Boric acid FC(C1=CC=C(C=C1)OB(O)O)(F)F